N-[1-(2-methoxyethyl)-2-phenyl-1H-indol-5-yl]-N'-[(pyridin-4-yl)methyl]urea COCCN1C(=CC2=CC(=CC=C12)NC(=O)NCC1=CC=NC=C1)C1=CC=CC=C1